Ethyl 5-(chlorosulfonyl)-2-methyl-1H-pyrrole-3-carboxylate ClS(=O)(=O)C1=CC(=C(N1)C)C(=O)OCC